2-((1-(5-(4,4-dimethylpiperidin-1-yl)-9-methyltetrazolo[1,5-c]quinazolin-7-yl)ethyl)amino)benzoic acid CC1(CCN(CC1)C1=NC=2C(=CC(=CC2C=2N1N=NN2)C)C(C)NC2=C(C(=O)O)C=CC=C2)C